methyl 2-amino-5-(6-(1,1-difluoroethyl)picolinamido)isonicotinate NC=1C=C(C(=O)OC)C(=CN1)NC(C1=NC(=CC=C1)C(C)(F)F)=O